N,N-dimethyl-2-((2-(pyridin-2-yl)pyrimidin-5-yl)oxy)ethan-1-amine CN(CCOC=1C=NC(=NC1)C1=NC=CC=C1)C